CO\N=C/NC(C1=CC=C(C=C1)C1=NOC(=N1)C(F)(F)F)=O N-[(Z)-methoxyimino-methyl]-4-[5-(trifluoromethyl)-1,2,4-oxadiazol-3-yl]benzamide